C(CCCC)C1=C(C=C(C(=C1C)Cl)C)O amyl-3,5-dimethyl-p-chlorophenol